CC1=CC=CC=2C(=CSC21)C#N 7-Methyl-benzothiophene-3-carbonitrile